C(CCC)N1CC(O[Sn]2(OCC1)OC(CN(CCO2)CCCC)(C)C)(C)C 4,12-Di-n-butyl-2,2,10,10-tetramethyl-1,7,9,15-tetraoxa-4,12-diaza-8-stannaspiro[7.7]pentadecan